tert-butyl (4R,8R)-2-[(methylcarbamoyl)amino]-4,7,8,9-tetrahydro-5H-4,8-epiminooxocino[5,4-d][1,3]thiazole-10-carboxylate CNC(=O)NC=1SC2=C(N1)C[C@@H]1COC[C@H]2N1C(=O)OC(C)(C)C